FC(C(CC(=O)O)=O)(F)F.FC1=C(C(=CC=C1)OC)C(C(=O)NC=1SC=CN1)N1C=NC2=CC=C(C=C2C1=O)C1=CC=C(C=C1)N1CCN(CC1)C 2-(2-fluoro-6-methoxyphenyl)-2-(6-(4-(4-methylpiperazin-1-yl)phenyl)-4-oxoquinazolin-3(4H)-yl)-N-(thiazol-2-yl)acetamide trifluoroacetoacetate